1,2-bis[4-(3-aminophenoxy)phenyl]Ethan NC=1C=C(OC2=CC=C(C=C2)CCC2=CC=C(C=C2)OC2=CC(=CC=C2)N)C=CC1